ClC=1C=C(C=CC1)NC(C)C=1SC(=CN1)C(=O)N[C@H](C(=O)NC1CC1)CC1CCCC1 (2S)-2-[(2-{1-[(3-chlorophenyl)amino]ethyl}-1,3-thiazol-5-yl)formamido]-3-cyclopentyl-N-cyclopropylpropanamide